Cl.O=C1NC(CC[C@@H]1N1C(C2=CC=CC(=C2C1=O)NCC1=C(C=C(C=C1)CN1CC(C1)N1CCOCC1)F)=O)=O (S)-2-(2,6-dioxopiperidin-3-yl)-4-((2-fluoro-4-((3-morpholinoazetidin-1-yl)methyl)benzyl)amino)isoindoline-1,3-dione hydrochloride salt